[I-].C1(=CC(=CC=C1)N1C=[N+](C2=C1C=CC=C2C#N)C)C2=CC=CC=C2 1-([1,1'-biphenyl]-3-yl)-4-cyano-3-methyl-1H-benzo[d]imidazol-3-ium iodide